(S)-2-amino-3-(3-(6-methyl-1,2,4,5-tetrazin-3-yl)phenyl)propanoic acid N[C@H](C(=O)O)CC1=CC(=CC=C1)C=1N=NC(=NN1)C